4-bromo-2,2-dimethylbutyric acid ethyl ester C(C)OC(C(CCBr)(C)C)=O